7-acetoxy-1,3-dimethyl-1H-indazole-5-carboxylic acid ethyl ester C(C)OC(=O)C=1C=C2C(=NN(C2=C(C1)OC(C)=O)C)C